4-(2,2-difluoroethylamino)-2-methylsulfanyl-pyrimidine-5-carbaldehyde FC(CNC1=NC(=NC=C1C=O)SC)F